glycerol palmitat C(CCCCCCCCCCCCCCC)(=O)OCC(O)CO